C(C)OC(CC[Mg]Cl)OCC 3,3-diethoxypropyl-magnesium chloride